CC=1N=C2N(N=C(C=C2C)C=2SC3=C(N2)SC(=C3)C3CCN(CC3)C(=O)OC(C)(C)C)C1 tert-butyl 4-(2-[2,8-dimethylimidazo[1,2-b]pyridazin-6-yl]thieno[2,3-d][1,3]thiazol-5-yl)piperidine-1-carboxylate